C(C)C1=NN(C2=C1C(NCC1(CCOCC1)C2)=O)CC(COC(C2=CC(=CC=C2)OCC)=O)(C)C 3-Ethoxybenzoic acid [3-(3-ethyl-4-oxo-spiro[6,8-dihydro-5H-pyrazolo[4,3-c]azepin-7,4'-tetrahydropyran]-1-yl)-2,2-dimethyl-propyl] ester